FC=1C=C(C=CC1)[C@@H]1N(CCC1)C=1C=CC=2N(N1)C(=CN2)C2=CC=CC(=N2)N2CCN(CC2)CCCOC2=CC1=C(N(C=N1)C1C(NC(CC1)=O)=O)C=C2 3-(5-(3-(4-(6-(6-((R)-2-(3-fluorophenyl)pyrrolidin-1-yl)imidazo[1,2-b]pyridazin-3-yl)pyridin-2-yl)piperazin-1-yl)propoxy)-1H-benzo[d]imidazol-1-yl)piperidine-2,6-dione